N,N'-(methylenebis(6-isocyanato-3,1-phenylene))bis(4-hexylnaphthalen-1-amine) C(C=1C=C(C(=CC1)N=C=O)NC1=CC=C(C2=CC=CC=C12)CCCCCC)C=1C=C(C(=CC1)N=C=O)NC1=CC=C(C2=CC=CC=C12)CCCCCC